(3S,4R)-3-fluoro-4-[(2-{3-[(4-methanesulfonyl-2-methoxyphenyl)amino]prop-1-yn-1-yl}-3-(2,2,2-trifluoroethyl)imidazo[1,2-a]pyridin-8-yl)amino]piperidine-1-carboxylate F[C@H]1CN(CC[C@H]1NC=1C=2N(C=CC1)C(=C(N2)C#CCNC2=C(C=C(C=C2)S(=O)(=O)C)OC)CC(F)(F)F)C(=O)[O-]